5-{2-[2-(7-Methylchinolin-8-sulfonamido)phenyl]ethynyl}-4-phenylpyridin CC1=CC=C2C=CC=NC2=C1S(=O)(=O)NC1=C(C=CC=C1)C#CC=1C(=CC=NC1)C1=CC=CC=C1